BrC1=CC(=C(C=C1)C1(CC1)C(=O)OC)OC methyl 1-(4-bromo-2-methoxyphenyl)cyclopropane-1-carboxylate